trimethoxyisocyanatosilane tert-butyl-4-methyl-4-(4-piperidylmethyl)piperidine-1-carboxylate C(C)(C)(C)OC(=O)N1CCC(CC1)(CC1CCNCC1)C.CO[Si](N=C=O)(OC)OC